NC1CCC(CC1)C(C)(C)C1CCC(CC1)N bis(p-aminocyclohexyl)propane